Cl.C[C@@H]1N(CCNC1)CC1=NC=CC(=C1)C (2S)-2-methyl-1-[(4-methyl-2-pyridinyl)methyl]piperazine hydrochloride